FC(C1CNCCS1)(F)F 2-(trifluoromethyl)thiomorpholine